6-methyl-8-((2-(trimethylsilyl)ethoxy)methoxy)-8,9-dihydrobenzo[de]pyrazolo[4,5,1-ij][1,7]naphthyridin-4(3H)-one CC1=CC2=C3C(C(CN4C3=C(NC2=O)C=N4)OCOCC[Si](C)(C)C)=C1